Methyl (((3-((2-(5-fluoroisoindolin-2-yl)-2-oxoethyl)amino)adamantan-1-yl)oxy)carbonyl)-L-alaninate FC=1C=C2CN(CC2=CC1)C(CNC12CC3(CC(CC(C1)C3)C2)OC(=O)N[C@@H](C)C(=O)OC)=O